CC(CCCCCCCCCCCCCCC(CCCCCCCCCCCCCC1CC(=O)OC[C@@H]2[C@H]([C@@H]([C@H]([C@@H](O2)OC(CC(=O)OC[C@@H]3[C@H]([C@@H]([C@H]([C@@H](O3)O1)O)O)O)CCCCCCCCCCCCCC(CCCCCC(C)O)O[C@H]4[C@@H]([C@H]([C@@H]([C@H](O4)CO)O)O)O)O)O)O)O[C@H]5[C@@H]([C@H]([C@@H]([C@H](O5)CO)O)O)O)O The molecule is a carbohydrate-containing antibiotic isolated from the fermentation broth of Streptomyces microflavus strain No. 2445 and exhibits antiviral activity against herpes simplex virus type 1 (HSV-1), varicella-zoster virus (VZV), influenza A virus and human immunodeficiency virus type 1 (HIV-1). It has a role as a metabolite, an anti-HSV-1 agent, an anti-HIV-1 agent and an EC 3.2.1.18 (exo-alpha-sialidase) inhibitor. It is a carbohydrate-containing antibiotic, a beta-D-glucoside, a fatty acid derivative and a macrodiolide.